1-[(1S,2R)-2-amino-3,3-difluorocyclohexyl]-N-methyl-N-{[1-(trifluoromethyl)cyclopropyl]methyl}piperidin-4-amine N[C@@H]1[C@H](CCCC1(F)F)N1CCC(CC1)N(CC1(CC1)C(F)(F)F)C